5-methyl-2-phenyl-4-(phenylcarbamoyl)-1H-imidazole 3-oxide CC1=C([N+](=C(N1)C1=CC=CC=C1)[O-])C(NC1=CC=CC=C1)=O